N1=CC=C(C=C1)C=CC1=CC=C(C=C1)C1=C(N=NN1)C#N 5-{4-[2-(pyridin-4-yl)vinyl]phenyl}-1,2,3-triazole-4-carbonitrile